ethylalaninate C(C)N[C@@H](C)C(=O)[O-]